tert-Butyl 4-((4-(5-(imidazo[1,2-b]pyridazin-3-ylcarbamoyl)-6-methoxy-2H-indazol-2-yl)cyclohexyl)(methyl)amino)piperidine-1-carboxylate N=1C=C(N2N=CC=CC21)NC(=O)C2=CC1=CN(N=C1C=C2OC)C2CCC(CC2)N(C2CCN(CC2)C(=O)OC(C)(C)C)C